2-[1-(cyclopropylmethyl)-7-methoxy-5-methoxycarbonyl-benzimidazol-2-yl]-1,9-diazatricyclo[6.3.1.04,12]dodeca-2,4(12),5,7-tetraene-9-carboxylic acid tert-butyl ester C(C)(C)(C)OC(=O)N1C2=CC=CC=3C=C(N(CC1)C32)C3=NC2=C(N3CC3CC3)C(=CC(=C2)C(=O)OC)OC